OCCN1CC=CC=C1 1-(2-hydroxyethyl)pyridin